C(C)(C)(C)N1N=C(C=C1NC1=NC(=CC=C1)COC)[C@@H]1C[C@@H](CC1)O (1R,3S)-3-[1-tert-butyl-5-[[6-(methoxymethyl)-2-pyridyl]amino]pyrazol-3-yl]cyclopentanol